C1(CCCC1)CC=1N=C2N(N=C(C(=C2C)C)N2CCC(CC2)([2H])OC2=CC3=C(OC(C(O3)([2H])[2H])([2H])[2H])C=C2)C(C1)=O 2-(cyclopentylmethyl)-7-(4-((2,3-dihydrobenzo[b][1,4]dioxin-6-yl-2,2,3,3-d4)oxy)piperidin-1-yl-4-d)-8,9-dimethyl-4H-pyrimido[1,2-b]pyridazin-4-one